C(C)(C)(C)OC(=O)N1C[C@@H](CCC1)NC1=C2C(=NC=C1)NC=C2C(=O)C2CC2 (3R)-3-({3-cyclopropanecarbonyl-1H-pyrrolo[2,3-b]pyridin-4-yl}amino)piperidine-1-carboxylic acid tert-butyl ester